O=C1NC(CCC1N1CC=2C(N(C=C(C2C1=O)C)C1CC2(CN(C2)C(=O)OC(C)(C)C)C1)=O)=O tert-butyl 6-(2-(2,6-dioxopiperidin-3-yl)-7-methyl-1,4-dioxo-1,2,3,4-tetrahydro-5H-pyrrolo[3,4-c]pyridin-5-yl)-2-azaspiro[3.3]heptane-2-carboxylate